1-(3,3-dimethyl-1,2-dioxopentyl)-(2S)-2-piperidinecarboxylic acid, (1R)-1-(3-aminophenyl)-3-(3,4-dimethoxyphenyl)propyl ester CC(C(C(=O)N1[C@@H](CCCC1)C(=O)O[C@H](CCC1=CC(=C(C=C1)OC)OC)C1=CC(=CC=C1)N)=O)(CC)C